2-chloro-3,4-dimethylphenyl (3S)-4-[N2-(2-benzyl-2-azaspiro[4.5]dec-8-yl)-N6-(1-methylethyl)-D-lysyl]-3-[(thiophen-2-ylmethyl)carbamoyl]piperazine-1-carboxylate C(C1=CC=CC=C1)N1CC2(CC1)CCC(CC2)N[C@H](CCCCNC(C)C)C(=O)N2[C@@H](CN(CC2)C(=O)OC2=C(C(=C(C=C2)C)C)Cl)C(NCC=2SC=CC2)=O